COC=1C(=CC=2CCN3CC=4C(=C(C=CC4CC3C2C1)OC)OC([2H])([2H])[2H])OC 2,3,10-trimethoxy-9-[(trideuterio)-methoxy]-6,8,13,13a-tetrahydro-5H-isoquinolino[2,1-b]Isoquinoline